C1(CCCCC1)C1=NC=2[C@]3([C@H](CCC2C(=N1)C1=CC=CC=C1)[C@H](C(C(=C3)C#N)=O)C)C (6aR,7R,10aS)-2-cyclohexyl-7,10a-dimethyl-8-oxo-4-phenyl-5,6,6a,7,8,10a-hexahydrobenzo[h]quinazoline-9-carbonitrile